C1(CCC1)N1C(C=2C(CC1)=NN(C2)C\C(\CN2C(C1=CC=CC=C1C2=O)=O)=C\F)=O (E)-2-(2-((5-cyclobutyl-4-oxo-4,5,6,7-tetrahydro-2H-pyrazolo[4,3-c]pyridin-2-yl)methyl)-3-fluoroallyl)isoindoline-1,3-dione